SCC(S(CSCS)CS)S 1,2-dimercaptomethyl-1,5-dimercapto-2,4-dithiapentane